OC1=C(C(=O)OCCO)C=CC(=C1)C(=O)OCCO bis(2-hydroxyethyl) 2-hydroxyterephthalate